(1R,2S)-5'-methoxy-2-(3-((5-methoxy-6-(piperidin-1-yl)pyrimidin-4-yl)amino)-1H-indazol-6-yl)spiro[cyclopropane-1,3'-indolin]-2'-one COC=1C=C2[C@]3(C(NC2=CC1)=O)[C@@H](C3)C3=CC=C1C(=NNC1=C3)NC3=NC=NC(=C3OC)N3CCCCC3